1-(1-(2-(aminomethyl)phenyl)-1H-pyrazol-3-yl)piperidin-4-amine NCC1=C(C=CC=C1)N1N=C(C=C1)N1CCC(CC1)N